Cl.C1(CCC2=CC=CC=C12)N indaneamine hydrochloride